5-(N-methylsulfamoyl)-N-(4-(pyrrolidin-1-yl)benzyl)thiophene-2-carboxamide CNS(=O)(=O)C1=CC=C(S1)C(=O)NCC1=CC=C(C=C1)N1CCCC1